tetramethyl-2,4,5,5a,7,8,9,9b-octahydro-1H-benzo[e][1]benzofuran CC1(OC2C(C1(C)C)C1C(CC2)CCCC1)C